2-(2,5-dimethoxyphenyl)-N-(3-(4-(2,3-dimethylphenyl)piperazin-1-yl)propyl)-1-((1r,3r)-3-(methylcarbamoyl)cyclobutyl)-1H-benzo[d]imidazole-6-carboxamide COC1=C(C=C(C=C1)OC)C1=NC2=C(N1C1CC(C1)C(NC)=O)C=C(C=C2)C(=O)NCCCN2CCN(CC2)C2=C(C(=CC=C2)C)C